2-(4-cyclopropyl-6-methoxypyrimidin-5-yl)-N-(4-(1-isopropyl-4-(trifluoromethyl)-1H-imidazol-2-yl)benzyl)-N,8-dimethyl-7-(tetrahydro-2H-pyran-2-yl)-7H-purin-6-amine C1(CC1)C1=NC=NC(=C1C1=NC(=C2N(C(=NC2=N1)C)C1OCCCC1)N(C)CC1=CC=C(C=C1)C=1N(C=C(N1)C(F)(F)F)C(C)C)OC